NC1=CC=C(C=N1)C=1N=NN(C1)C(CCNS(=O)(=O)C)C=1SC(=CC1)C=1OC(=NN1)C(F)F N-(3-(4-(6-aminopyridin-3-yl)-1H-1,2,3-triazol-1-yl)-3-(5-(5-(difluoromethyl)-1,3,4-oxadiazol-2-yl)thiophen-2-yl)propyl)methanesulfonamide